C1(CCCCC1)OC(=O)C1=C(C=2C(C3=CC=CC=C3C(C2C(=C1)[N+](=O)[O-])=O)=O)N 1-amino-4-nitroanthraquinone-2-carboxylic acid cyclohexyl ester